O1C(=CC=C1)C(CC#N)=O 3-(furan-2-yl)-3-oxopropanenitrile